C1=CC=CC2=C1N1C(=NC3=C1C=CC=C3)N2 5H-benzimidazolo[1,2-a]benzimidazole